ClC1=CC(=CC=2N1C(C(=C(N2)C)C)=O)Cl 6,8-dichloro-2,3-dimethyl-4H-pyrido[1,2-a]pyrimidin-4-one